1-phenylimidazo[1,2-a]quinoline-4,5-dione C1(=CC=CC=C1)C1=CN=C2N1C1=CC=CC=C1C(C2=O)=O